5-(3-amino-1,1,1-trifluoro-2-hydroxypropan-2-yl)-7-(4-fluorophenyl)-3-methyl-2,3-dihydrofuro[2,3-c]pyridine-3-carboxamide NCC(C(F)(F)F)(O)C=1C=C2C(=C(N1)C1=CC=C(C=C1)F)OCC2(C(=O)N)C